mercury-tin-lead [Pb].[Sn].[Hg]